CC1(C2C(C3CC(CC1C3)C2)=C)O 2-methyl-8-methylene-tricyclo[3.3.1.13,7]decan-2-ol